ClC1=NC(=CC=C1C(=O)NS(=O)(=O)C1=NC(=CC=C1)NC(CCC1CNC(C1)(C)C)C1=CC=CC=C1)N1N=C(C=C1)OCCC1(CC1)C(F)(F)F 2-chloro-N-[[6-[[3-(5,5-dimethylpyrrolidin-3-yl)-1-phenyl-propyl]amino]-2-pyridyl]sulfonyl]-6-[3-[2-[1-(trifluoromethyl)cyclopropyl]-ethoxy]pyrazol-1-yl]pyridine-3-carboxamide